Para-butylaniline C(CCC)C1=CC=C(N)C=C1